hydrogenorthosilicate [Si](O)([O-])([O-])[O-]